ClC1=NC(=CC(=C1CC(C(C(=O)OCC)=O)=C)C1=C(C=C(C=C1)F)F)Cl ethyl 3-((2,6-dichloro-4-(2,4-difluorophenyl) pyridin-3-yl) methyl)-2-oxobut-3-enoate